methyl 1-allyl-1H-1,2,4-triazole-5-carboxylate C(C=C)N1N=CN=C1C(=O)OC